6-(4-Amino-2,6-dichlorophenoxy)-2-(4-chlorobenzyl)-3,4-dihydroisoquinolin-1(2H)-one NC1=CC(=C(OC=2C=C3CCN(C(C3=CC2)=O)CC2=CC=C(C=C2)Cl)C(=C1)Cl)Cl